1-(3-methoxypropyl)piperidin-4-one COCCCN1CCC(CC1)=O